C[C@@H]1[C@@H]([C@@H]([C@H]([C@H](O1)OP(=O)(O)OP(=O)(O)OC[C@@H]2[C@H](C[C@@H](O2)N3C=C(C(=O)NC3=O)C)O)O)O)NC(=O)C The molecule is a dTDP-4-acetamido-4,6-dideoxy-D-galactose in which the anomeric centre of the pyranose fragment has alpha-configuration. It is a conjugate acid of a dTDP-4-acetamido-4,6-dideoxy-alpha-D-galactose(2-).